N1=CC=C2N1CC(NC2)C2=CC=C(C(=O)OC)C=C2 Methyl 4-(4,5,6,7-tetrahydropyrazolo[1,5-a]pyrazin-6-yl)benzoate